FC1=CC=C(C=C1)C(C(=O)O)CN1/C(/CCC1)=C/C(=O)OC (E)-2-(4-Fluorophenyl)-3-(2-(2-methoxy-2-oxoethylidene)pyrrolidin-1-yl)propanoic acid